ClC=1C=C(C=2N(N1)C=CN2)N2CC(C2)(C(F)(F)F)F 6-chloro-8-(3-fluoro-3-(trifluoromethyl)azetidin-1-yl)imidazo[1,2-b]pyridazine